O1CCN(CC1)C1=CC=C(C=C1)N1C(C(=CC1=O)C1=CC=CC=C1)=O 1-(4-Morpholinophenyl)-3-phenyl-1H-pyrrole-2,5-dione